amino-5-chloro-N,3-dimethylbenzamide NC1=C(C(=O)NC)C=C(C=C1C)Cl